(R)-4-((3-Cyanoazetidin-1-yl)sulfonyl)-N-(6-(2-methylmorpholino)pyridin-2-yl)-2-(6-azaspiro[2.5]octan-6-yl)benzamide C(#N)C1CN(C1)S(=O)(=O)C1=CC(=C(C(=O)NC2=NC(=CC=C2)N2C[C@H](OCC2)C)C=C1)N1CCC2(CC2)CC1